cesium 2-((1-methylcyclohexyl) oxy)-2-oxoacetate CC1(CCCCC1)OC(C(=O)[O-])=O.[Cs+]